1,1-diphenyl-N-[(1S)-6-chloro-1-[[(3S)-tetrahydropyran-3-yl]methyl]-2,3,4,9-tetrahydro-1H-pyrido[3,4-b]indol-8-yl]methanimine C1(=CC=CC=C1)C(=NC=1C=C(C=C2C3=C(NC12)[C@@H](NCC3)C[C@H]3COCCC3)Cl)C3=CC=CC=C3